C(CCCCCCCC(=O)OC)(=O)OC dimethyl azelaate